N(=NC=1OC=CC1)C=1OC=CC1 azofuran